OC1=CC=C2C(NC(C2=C1)C1=C(NC2=CC=CC=C12)CNCC1=CC=C2C=CN(C2=C1)CC=1C=C(CNC(OC(C)(C)C)=O)C=CC1)=O tert-butyl (3-((6-((((3-(6-hydroxy-3-oxoisoindolin-1-yl)-1H-indol-2-yl)methyl)amino)methyl)-1H-indol-1-yl)methyl)benzyl)carbamate